FC=1C=CC(=NC1)NC(CN1C=2N(C(C3=C1C(N(C3)C(C)C)=O)=O)N=C(C2)[C@@H](C)O)=O |r| N-(5-fluoropyridin-2-yl)-2-{2-[(+-)-1-hydroxyethyl]-5,8-dioxo-6-(propan-2-yl)-5,6,7,8-tetrahydro-4H-pyrazolo[1,5-a]pyrrolo[3,4-d]pyrimidin-4-yl}acetamide